aluminum tri(n-butyl acetate) C(CCC)CC(=O)[O-].C(CCC)CC(=O)[O-].C(CCC)CC(=O)[O-].[Al+3]